S(C1=C(C=CC=C1)O)C1=C(C=CC=C1)O thioDiphenol